2-bromo-3-fluoro-5-nitropyridin-4-amine BrC1=NC=C(C(=C1F)N)[N+](=O)[O-]